FC1=CC=C(C=C1)CCC(CC)N 1-(4-fluorophenyl)pentane-3-amine